C(C)OC(C[C@@H](C=1C(=C(C=CC1)C1=CC=CC=C1)C)NC(=O)NC=1C(N(C=C(C1O)C)C)=O)=O (S)-3-(3-(4-hydroxy-1,5-dimethyl-2-oxo-1,2-dihydropyridin-3-yl)ureido)-3-(2-methylbiphenyl-3-yl)propanoic acid ethyl ester